2-(((1R)-1-(2-cyano-3-((2-methoxy-2,3-dihydro-1H-inden-1-yl)(methyl)amino)-7-methylquinoxalin-5-yl)ethyl)amino)benzoic acid C(#N)C1=NC2=CC(=CC(=C2N=C1N(C)C1C(CC2=CC=CC=C12)OC)[C@@H](C)NC1=C(C(=O)O)C=CC=C1)C